ClC1=C(C(=CC=C1)F)C1(CC1)C(=O)NC=1C=CC(=C(C(=O)O)C1)C=1C=NN(C1)C1CCC1 5-({[1-(2-Chloro-6-fluorophenyl)cyclopropyl]carbonyl}amino)-2-(1-cyclobutyl-1H-pyrazol-4-yl)benzoic acid